6-chloro-N-((5,6-dichloro-1H-benzo[d]imidazol-2-yl)methyl)-3-(thiophen-3-yl)imidazo[1,2-b]pyridazin-8-amine ClC=1C=C(C=2N(N1)C(=CN2)C2=CSC=C2)NCC2=NC1=C(N2)C=C(C(=C1)Cl)Cl